7-Chloro-1,2,3,4-tetrahydro-1-(2-methyl-4-bromobenzoyl)-5H-1-benzazepin-5-one ClC=1C=CC2=C(C(CCCN2C(C2=C(C=C(C=C2)Br)C)=O)=O)C1